C1(=C(C=CC=C1)N(C(C(=O)O)=O)CCC1=CC=CC=C1)C1=CC=CC=C1 2-([1,1'-biphenyl]-2-yl-(phenethyl)amino)-2-oxoacetic acid